FC1=C(C=C(C=C1)C(O)C=1SC=CN1)C=1C2=C(N=CN1)C=C(S2)N2CCOCC2 [4-fluoro-3-(6-morpholin-4-ylthieno[3,2-d]pyrimidin-4-yl)phenyl]thiazol-2-ylmethanol